ClC1=CC=CC(=C1C1=C(C=CC=C1Cl)N)N 6,6'-dichloro-2,2'-diaminobiphenyl